FC[C@H](CN(CC[C@@H](C(=O)O)NC(=O)C1(CC1)C=1C(=NC=CC1)CF)CCCCC1=NC=2NCCCC2C=C1)OC (S)-4-(((S)-3-fluoro-2-methoxypropyl)(4-(5,6,7,8-tetrahydro-1,8-naphthyridin-2-yl)butyl)amino)-2-(1-(2-(fluoromethyl)pyridin-3-yl)cyclopropane-1-carboxamido)butanoic acid